methoxyethylene glycol succinate C(CCC(=O)O)(=O)O.COC(CO)O